N-(6-(4-cyclobutyl-4H-1,2,4-triazol-3-yl)pyridin-2-yl)-1-methyl-6-oxo-3-(trifluoromethyl)-6,7-dihydro-1H-pyrazolo[3,4-b]pyridine-5-carboxamide C1(CCC1)N1C(=NN=C1)C1=CC=CC(=N1)NC(=O)C1=CC2=C(NC1=O)N(N=C2C(F)(F)F)C